BrC1=CC=C(C=C1)S(=O)(=O)N1C(C=C(C(=C1CCCC)C1=C(C=CC=C1OC)OC)O)=O ((4-bromophenyl)sulfonyl)-6-butyl-5-(2,6-dimethoxyphenyl)-4-hydroxypyridin-2(1H)-one